1-{6-[5-(Ethylsulfonyl)-1-methyl-4-(6,6,7,7-tetrafluoro-1-methyl-6,7-dihydro-1H-[1,4]dioxino[2,3-f]benzimidazol-2-yl)-1H-imidazol-2-yl]pyridin-2-yl}cyclopropanecarbonitrile C(C)S(=O)(=O)C1=C(N=C(N1C)C1=CC=CC(=N1)C1(CC1)C#N)C1=NC2=C(N1C)C=C1C(=C2)OC(C(O1)(F)F)(F)F